2-cyclotetradecene C1C=CCCCCCCCCCCC1